FC=1C=CC(=NC1)OC[C@@H]1[C@H](CCC1)N(CC1=CC=C(C=C1)OC)CC1=CC=C(C=C1)OC (1S,2S)-2-(((5-Fluoropyridin-2-yl)oxy)methyl)-N,N-bis(4-methoxybenzyl)cyclopentan-1-amine